[Ta+5].C(C)N(CC)C(C(C(=O)N)(C)N(CC)CC)N(CC)CC tris(diethylamino)tertiary butanamide tantalum (V)